6-chloro-3-(3-cyclopropylphenoxy)-N-[2-(2,4-dichlorophenyl)-2-fluoro-ethyl]pyridazine-4-carboxamide ClC1=CC(=C(N=N1)OC1=CC(=CC=C1)C1CC1)C(=O)NCC(F)C1=C(C=C(C=C1)Cl)Cl